(diphenylbenzothienopyrimidinyl)(terphenylyl)indolocarbazole C1(=CC=CC=C1)C1=CC=CC2=C1SC=1C(=NC(=NC12)C=1C(=C2C(=CC1)N=C1C=CC3=C4C=CC=CC4=NC3=C12)C1=C(C=CC=C1)C=1C(=CC=CC1)C1=CC=CC=C1)C1=CC=CC=C1